CS(=O)(=O)OCCCC(C)C1CCC2C3CC=C4CC(CCC4(C3CCC12C)C)O[Si](C)(C)C(C)(C)C 4-(3-((tert-butyldimethylsilyl)oxy)-10,13-dimethyl-2,3,4,7,8,9,10,11,12,13,14,15,16,17-tetradecahydro-1H-cyclopenta[a]phenanthren-17-yl)pentyl methanesulfonate